CC=1C=C(C=CC1C)N1C(CCC1)=O 1-(3,4-dimethylphenyl)pyrrolidine-2-one